2-(2-Nitroethyl)-1,3-dioxolane [N+](=O)([O-])CCC1OCCO1